COC=1C=CC2=C(N(C(O2)=O)CC(=O)O)C1 2-(5-methoxy-2-oxo-benzo[d]oxazol-3(2H)-yl)acetic acid